[Cl-].CN1CN(C=C1)CCCC 1-methyl-3-butyl-imidazole chloride salt